FC([C@@H](CCCCC1=NC=2NCCCC2C=C1)N([C@H]1CN(CC1)[C@H](C(=O)O)C1=C(C(=CC(=C1)C(C)C)F)OC)C)F (S)-2-((R)-3-(((R)-1,1-difluoro-6-(5,6,7,8-tetrahydro-1,8-naphthyridin-2-yl)hexan-2-yl)(methyl)amino)pyrrolidin-1-yl)-2-(3-fluoro-5-isopropyl-2-methoxyphenyl)acetic acid